C(=C)[Si](O[Si](C)(C)C=C)(C)C divinyl-1,1,3,3-tetramethyldisiloxane